C1(CC1)OC1=CC(=NC2=CC=C(C=C12)C1OCC1C(=O)N)N1C=NC(=C1)C (4-cyclopropoxy-2-(4-methyl-1H-imidazol-1-yl)quinolin-6-yl)oxetan-3-carboxamide